1-(((1r,4r)-4-(allyloxy)cyclohexyl)oxy)-3-bromo-2-(trifluoromethyl)benzene C(C=C)OC1CCC(CC1)OC1=C(C(=CC=C1)Br)C(F)(F)F